(S)-quinuclidin-3-yl (5-(3-ethylphenyl)-2,2-dimethyl-2,3-dihydro-1H-inden-1-yl)carbamat C(C)C=1C=C(C=CC1)C=1C=C2CC(C(C2=CC1)NC(O[C@@H]1CN2CCC1CC2)=O)(C)C